C(C)C(COC(CCSC=1C=C2CCN(CC2=CC1)C(=O)C1CC1)=O)CCCC.CC=1C=C(C=C(C1)C)SCC(C1=CC=C(C=C1)C)C1=CC=NC=C1 4-(2-((3,5-dimethylphenyl)thio)-1-p-tolylethyl)pyridine 2-Ethylhexyl-3-((2-(cyclopropanecarbonyl)-1,2,3,4-tetrahydroisoquinolin-6-yl)thio)propanoate